4-phenethyl-1H-pyrrole-2-carboxylic acid 5-chloro-2-oxo-1,2-dihydroquinolin-3-yl ester ClC1=C2C=C(C(NC2=CC=C1)=O)OC(=O)C=1NC=C(C1)CCC1=CC=CC=C1